2,2-difluoropropane-1,1,3,3-d4-1,3-diamine dihydrochloride Cl.Cl.FC(C(N)([2H])[2H])(C(N)([2H])[2H])F